3'-bromo-4'-chloro-[1,1'-biphenyl]-4-carbonitrile BrC=1C=C(C=CC1Cl)C1=CC=C(C=C1)C#N